Cl.FC1=CC(=C(C(OC)=N)C=C1[N+](=O)[O-])C methyl 4-fluoro-2-methyl-5-nitrobenzimidate hydrochloride